[N+](=O)([O-])C1=C2NC(CN(C2=CC=C1)C(=O)OC(C)(C)C)=O tert-butyl 5-nitro-3-oxo-3,4-dihydroquinoxaline-1(2H)-carboxylate